[4-(5-chlorooxazolo[4,5-b]pyridin-2-yl)piperazin-1-yl]-[4-[2-(2,2-dimethylpropyl)triazol-4-yl]-3-(trifluoromethyl)phenyl]methanone ClC1=CC=C2C(=N1)N=C(O2)N2CCN(CC2)C(=O)C2=CC(=C(C=C2)C2=NN(N=C2)CC(C)(C)C)C(F)(F)F